di-tertiary butyl-p-cresol C(C)(C)(C)C1=C(C(=CC=C1C)O)C(C)(C)C